FC1=CC=C2C(=NN(C2=C1)CCO)C1CCN(CC1)C(=O)C=1C=CC2=C(NC(CO2)=O)C1 6-[4-[6-fluoro-1-(2-hydroxyethyl)indazol-3-yl]piperidine-1-carbonyl]-4H-1,4-benzoxazin-3-one